N-[3-(trimethoxysilyl)propyl]-N',N''-dimethylguanidine CO[Si](CCCNC(=NC)NC)(OC)OC